2-{[(E)-({2-chloro-4-fluoro-5-[3-methyl-2,6-dioxo-4-(trifluoromethyl)-3,6-dihydropyrimidin-1(2H)-yl]phenyl}methyliden)amino]oxy}propanoat ClC1=C(C=C(C(=C1)F)N1C(N(C(=CC1=O)C(F)(F)F)C)=O)\C=N\OC(C(=O)[O-])C